N,N-dimethyl-N-butyl-N-heptyl-ammonium C[N+](CCCCCCC)(CCCC)C